rac-(1S*,2S*)-N-(6-chloro-2-iodopyrimidin-4-yl)-2-(4-methylpyrimidin-2-yl)cyclopropane-1-carboxamide ClC1=CC(=NC(=N1)I)NC(=O)[C@@H]1[C@H](C1)C1=NC=CC(=N1)C |r|